[1-(2-Difluoromethyl-pyridin-4-yl)-pyrrolidin-3(R)-yl]-(3,6,7,8-tetrahydro-1H-2,4-diaza-as-indacen-2-yl)-methanone FC(C1=NC=CC(=C1)N1C[C@@H](CC1)C(=O)N1CC2=C3CCCC3=CN=C2C1)F